(S)-2-chloro-4-((1-(1-(2-(3-chlorophenyl)-3,3,3-trifluoro-2-hydroxypropanoyl)piperidin-4-yl)azetidin-3-yl)amino)-N,N-dimethylbenzamide ClC1=C(C(=O)N(C)C)C=CC(=C1)NC1CN(C1)C1CCN(CC1)C([C@@](C(F)(F)F)(O)C1=CC(=CC=C1)Cl)=O